N-[(1s,4s)-4-[2-(Methylsulfanyl)-7-oxo-5-[2-(triisopropylsilyl)ethynyl]pyrido[2,3-d]pyrimidin-8-yl]cyclohexyl]acetamide CSC=1N=CC2=C(N1)N(C(C=C2C#C[Si](C(C)C)(C(C)C)C(C)C)=O)C2CCC(CC2)NC(C)=O